methyl (3,5-bis(trifluoromethyl)benzoyl)-L-alaninate FC(C=1C=C(C(=O)N[C@@H](C)C(=O)OC)C=C(C1)C(F)(F)F)(F)F